(2R,4R)-1-(3-chloro-2-fluorobenzyl)-4-((3-fluoro-6-((5-methyl-1H-pyrazol-3-yl)amino)-4-(1-meth-ylazetidin-3-yl)pyridin-2-yl)methyl)-2-methylpiperidine-4-carboxylic acid ClC=1C(=C(CN2[C@@H](C[C@@](CC2)(C(=O)O)CC2=NC(=CC(=C2F)C2CN(C2)C)NC2=NNC(=C2)C)C)C=CC1)F